N-[(1R)-1-benzyl-1,3-dimethyl-butyl]quinoline-3-carboxamide C(C1=CC=CC=C1)[C@](CC(C)C)(C)NC(=O)C=1C=NC2=CC=CC=C2C1